4,5-dimethoxy-2-nitrobenzyl 3-(4-amino-1,3-dioxoisoindolin-2-yl)-2,6-dioxopiperidine-1-carboxylate NC1=C2C(N(C(C2=CC=C1)=O)C1C(N(C(CC1)=O)C(=O)OCC1=C(C=C(C(=C1)OC)OC)[N+](=O)[O-])=O)=O